[Zn+2].P(=S)([S-])([O-])[O-].P(=S)([S-])([O-])[O-].[Zn+2].[Zn+2] Dithiophosphate Zinc Salt